NC1(C(C(CCC1)OC)=O)C1=C(C=CC=C1)Cl 2-amino-2-(2-chlorophenyl)-6-methoxycyclohexanone